C(C)(C)(C)OC(=O)N1CC2=C(CC1)C(=NN2CC2=CC=C(C=C2)OC)C2=C(C=CC=C2)[N+](=O)[O-] 1-(4-methoxybenzyl)-3-(2-nitrophenyl)-1,4,5,7-tetrahydro-6H-pyrazolo[3,4-c]pyridine-6-carboxylic acid tert-butyl ester